[Eu].C(C1=CC=CC=C1)(=O)CC(C1=CC=CC=C1)=O.C(C1=CC=CC=C1)(=O)CC(C1=CC=CC=C1)=O.C(C1=CC=CC=C1)(=O)CC(C1=CC=CC=C1)=O tris(dibenzoylmethane) europium